2-((2s,4s)-2-(aminomethyl)-5-chloro-6-fluoro-2-phenyl-2,3-dihydrobenzofuran-4-yl)-3-fluoro-4-(2-hydroxyethoxy)benzamide NC[C@@]1(OC2=C(C1)C(=C(C(=C2)F)Cl)C2=C(C(=O)N)C=CC(=C2F)OCCO)C2=CC=CC=C2